N1,N1,N2,N2-Tetramethyl-1,2-ethandiamin CN(CCN(C)C)C